C[C@@H]1N(C[C@H](N(C1)C(CC)C1=CC=C(C=C1)OC(F)(F)F)C)C=1C2=C(N(C(N1)=O)C)C=CC(=N2)C#N 4-((2S,5R)-2,5-dimethyl-4-(1-(4-(trifluoromethoxy)phenyl)propyl)piperazin-1-yl)-1-methyl-2-oxo-1,2-dihydropyrido[3,2-d]pyrimidine-6-carbonitrile